(1r,4r)-4-amino-1-(trifluoromethyl)cyclohexan-1-ol hydrochloride Cl.NC1CCC(CC1)(O)C(F)(F)F